1-methylprop-2-ynyl 4-methylbenzenesulfonate CC1=CC=C(C=C1)S(=O)(=O)OC(C#C)C